C(C)(C)(C)OC(CNC(=O)C1=CC=C(C=C1)S(=O)(=O)N1CCC(CC1)C1=CC=C(OCCOCCOCCOCCOCCC(=O)OC)C=C1)=O methyl 1-(4-(1-((4-((2-(tert-butoxy)-2-oxoethyl)carbamoyl)phenyl)sulfonyl)piperidin-4-yl)phenoxy)-3,6,9,12-tetraoxapentadecan-15-oate